O1C=CC2=C1C=C(C=C2)CC(C)NC [1-(1-benzofuran-6-yl)propan-2-yl](methyl)amine